C(C)(C)(C)OC(=O)N1C(C(CC1)C(CN(C)C(=O)OC(C)(C)C)OS(=O)(=O)C)=O.C1(=CC=CC=C1)C(C)C1=C(C(=CC=C1)C)C 1-phenyl-1-(2,3-xylyl)ethane tert-butyl-3-{2-[(tert-butoxycarbonyl)(methyl)amino]-1-(methanesulfonyloxy)ethyl}-2-oxopyrrolidine-1-carboxylate